2-(butylamino)-ethyl benzoate C(C1=CC=CC=C1)(=O)OCCNCCCC